3-(4-fluorophenyl)-1-(2-hydroxyethyl)-2,4-dioxo-1,2,3,4-tetrahydropyrimidine-5-carboxamide FC1=CC=C(C=C1)N1C(N(C=C(C1=O)C(=O)N)CCO)=O